1-(bromomethyl)-4-(chloromethyl)-benzene BrCC1=CC=C(C=C1)CCl